FC=1C=C(C#N)C=C(C1)[C@H]1N(OCC1)C(=O)C1CCN(CC1)C1=NC=NC(=C1)N1C(=NC=C1)C 3-Fluoro-5-[(3S)-2-[1-[6-(2-methylimidazol-1-yl)pyrimidin-4-yl]piperidine-4-carbonyl]isoxazolidin-3-yl]benzonitrile